4-[(1S)-1-[(7-fluoro-2-methyl-quinazolin-4-yl)amino]ethyl]benzoic acid FC1=CC=C2C(=NC(=NC2=C1)C)N[C@@H](C)C1=CC=C(C(=O)O)C=C1